5-(4-(4-(2,6-dioxopiperidin-3-yl)-3,5-difluorophenyl)piperazin-1-yl)pyrazine-2-carboxylic acid O=C1NC(CCC1C1=C(C=C(C=C1F)N1CCN(CC1)C=1N=CC(=NC1)C(=O)O)F)=O